N1N=NC=C1C(=O)N 1H-1,2,3-triazole-5-carboxamide